CC1=C(C(=CC(=C1)B1OC(C(O1)(C)C)(C)C)C)N1CCN(CC1)C 1-(2,6-dimethyl-4-(4,4,5,5-tetramethyl-1,3,2-dioxaborolan-2-yl)phenyl)-4-methylpiperazine